CSC=1NC2=C(N1)C=CC=C2 methylsulfanylbenzoimidazol